FC1=CC(=C(C=C1)C(C)N1C[C@@H](N(C[C@H]1C)C=1C=2N=C(N(C2N(C(N1)=O)C)C([2H])([2H])[2H])CC#N)C)C(F)(F)F 2-(6-((2S,5R)-4-(1-(4-fluoro-2-(trifluoromethyl)phenyl)ethyl)-2,5-dimethylpiperazin-1-yl)-3-methyl-9-(methyl-d3)-2-oxo-3,9-dihydro-2H-purin-8-yl)acetonitrile